1,4-dioxanaphthalene O1C=COC2=CC=CC=C12